tert-butyl (2S,6S)-4-[4-cyano-3-[(8-fluoro-2-methyl-imidazo[1,2-a]-pyridin-6-yl)amino]-1-tetrahydropyran-2-yl-indazol-6-yl]-2,6-dimethyl-piperazine-1-carboxylate C(#N)C1=C2C(=NN(C2=CC(=C1)N1C[C@@H](N([C@H](C1)C)C(=O)OC(C)(C)C)C)C1OCCCC1)NC=1C=C(C=2N(C1)C=C(N2)C)F